(1R,3S)-3-aminocyclopentane-1-sulfonamide N[C@@H]1C[C@@H](CC1)S(=O)(=O)N